CC(C)OC=O 2-propylformate